methyl (S)-2-((((9H-fluoren-9-yl)methoxy)carbonyl)amino)-3-(3-(2,2-diethoxyethyl)ureido)propanoate C1=CC=CC=2C3=CC=CC=C3C(C12)COC(=O)N[C@H](C(=O)OC)CNC(=O)NCC(OCC)OCC